CC1=C(C(=CC(=C1)N1CC2=CC=C(C=C2CC1)SC(F)(F)F)C)NC(CC(C)(C)C)=O N-(2,6-dimethyl-4-(6-((trifluoromethyl)thio)-3,4-dihydroisoquinolin-2(1H)-yl)phenyl)-3,3-dimethylbutyramide